BrC1=C(C(=CC=C1)Cl)NC(=O)C=1C(=NC(=NC1)NC1=CC(=C(O[C@H]2CN(CC2)C(=O)OC(C)(C)C)C=C1)C)OCC tert-butyl (R)-3-(4-((5-((2-bromo-6-chlorophenyl)carbamoyl)-4-ethoxypyrimidin-2-yl)amino)-2-methylphenoxy)pyrrolidine-1-carboxylate